FC1=C(C(=C(C(=C1CCCC[Te])F)F)F)F (pentafluorophenyl)n-butyl-tellurium